6-bromo-1-tosyl-1H-pyrrolo[3,2-b]pyridine 4-oxide BrC=1C=C2C(=[N+](C1)[O-])C=CN2S(=O)(=O)C2=CC=C(C)C=C2